C(C)OC(C)(C)[C@@]1(CN(CC1)C(C)C=1C(=NC(=CC1)C)C)CCC=1SC=CC1 3-(1-((S)-3-(2-ethoxypropan-2-yl)-3-(2-(thiophen-2-yl)ethyl)pyrrolidin-1-yl)ethyl)-2,6-dimethylpyridine